NC1=C(C=C(C=C1)F)N(S(=O)(=O)C1CC1)C N-(2-amino-5-fluorophenyl)-N-methylcyclopropanesulfonamide